N-(5-fluoropyridin-2-yl)-5-(2-(((2R,3as,5S,6as)-hexahydro-2,5-methanopentalen-3a(1H)-yl)amino)-2-oxoacetyl)-1,2,4-trimethyl-1H-pyrrole-3-carboxamide FC=1C=CC(=NC1)NC(=O)C1=C(N(C(=C1C)C(C(=O)NC12C[C@H]3CC2C[C@@H](C1)C3)=O)C)C